[NH4+].C(CC(O)(C(=O)[O-])CC(=O)[O-])(=O)[O-].[NH4+].[NH4+] citrate ammonium